5-ethyl-[2,3'-bipyridine] C(C)C=1C=CC(=NC1)C=1C=NC=CC1